C(CCCCCCCCCCCCCCCCC)N(CCN)CCCCCCCCCCCCCCCCCC N,N-bis-stearyl-ethylenediamine